(R)-4-butyl-2-(3,5-difluoropyridin-2-yl)-4-methyl-4,5-dihydro-oxazole C(CCC)[C@]1(N=C(OC1)C1=NC=C(C=C1F)F)C